ClC1=NC=CC(=C1)C1=C(N=C2N1N=C(C=1CCCOC21)NCC2(CCNCC2)F)C [3-(2-Chloro-pyridin-4-yl)-2-methyl-7,8-dihydro-6H-9-oxa-1,3a,4-triaza-cyclopenta[a]naphthalen-5-yl]-(4-fluoro-piperidin-4-ylmethyl)-amine